4-cyclohexyl-4-methyl-2-pentanone C1(CCCCC1)C(CC(C)=O)(C)C